bis(1-oxyl-2,2,6,6-tetramethylpiperidin-4-yl) sebacate C(CCCCCCCCC(=O)OC1CC(N(C(C1)(C)C)O)(C)C)(=O)OC1CC(N(C(C1)(C)C)O)(C)C